1,3-di-n-propoxy-2-propanol C(CC)OCC(COCCC)O